CN1N=CC(=C1)NC1=NC=CC(=N1)N1C[C@H]2CC[C@@H](C1)N2C(CC#N)C 3-[(1r,5s)-3-{2-[(1-methyl-1H-pyrazol-4-yl)amino]pyrimidin-4-yl}-3,8-diazabicyclo[3.2.1]oct-8-yl]butanenitrile